((2-hydroxypropoxy)-2-propoxy)-butanesulfonic acid OC(COCC(C)OC(CCC)S(=O)(=O)O)C